N-[(1S,2S,3S,5R)-2,6,6-trimethyl-norpinan-3-yl]-1H-pyrrolo[2,3-c]pyridin-6-ium-2-carboxamide C[C@H]1[C@H]2C([C@@H](C[C@@H]1NC(=O)C1=CC=3C(=C[NH+]=CC3)N1)C2)(C)C